5-(1-Cyclopropyl-1-hydroxyethyl)-2-methoxybenzenesulfonamide C1(CC1)C(C)(O)C=1C=CC(=C(C1)S(=O)(=O)N)OC